ClC1=NC=CC2=C1N=C(N=C2O)C2=CC=NC=C2 8-chloro-2-(4-pyridyl)pyrido[3,4-d]pyrimidin-4-ol